7-bromo-5-((4-(trifluoromethyl)piperidin-1-yl)methyl)pyrrolo[2,1-f][1,2,4]triazin-4-amine BrC1=CC(=C2C(=NC=NN21)N)CN2CCC(CC2)C(F)(F)F